COC1=CC(=C(C=C1)N1C(=N[N-]C1=S)C1=NC2=CC=CC=C2C=C1)C.[Na+] Sodium 4-(4-methoxy-2-methylphenyl)-3-(quinolin-2-yl)-5-thioxo-4,5-dihydro-1,2,4-triazol-1-ide